2-(3,5-dichlorophenyl)-6-butylbenzo[d]Oxazole ClC=1C=C(C=C(C1)Cl)C=1OC2=C(N1)C=CC(=C2)CCCC